ClC=1C=C(C=NC1)COC=1C(=NC=C(N1)C1=CC(=C2CCN(CC2=C1)C)C)N 3-((5-chloropyridin-3-yl)methoxy)-5-(2,5-dimethyl-1,2,3,4-tetrahydroisoquinolin-7-yl)pyrazin-2-amine